tert-butyl (3-(3-(6-(trifluoromethyl)pyridin-3-yl)isoxazol-5-yl)bicyclo[1.1.1]pentan-1-yl)carbamate FC(C1=CC=C(C=N1)C1=NOC(=C1)C12CC(C1)(C2)NC(OC(C)(C)C)=O)(F)F